C(C)C1N(CCC(C1)C(=O)OC)C(=O)C1=NN(C(=C1)C1=CC(=NC=C1F)OC)COCC[Si](C)(C)C methyl 2-ethyl-1-[5-(5-fluoro-2-methoxypyridin-4-yl)-1-[[2-(trimethylsilyl)ethoxy] methyl]pyrazole-3-carbonyl]piperidine-4-carboxylate